[O-2].[Al+2] aluminum mono-oxide